(3,4-dihydro-2H-1,4-benzoxazine-2-ylmethyl)dimethylamine O1C(CNC2=C1C=CC=C2)CN(C)C